ClC=1C=C(C=CC1)C(OC(=O)N[C@H](C(=O)OC)CC1CCCCC1)C1(CC1)C1=CC(=CC=C1)Cl Methyl (2S)-2-((((3-chlorophenyl)(1-(3-chlorophenyl)cyclopropyl)methoxy)carbonyl)amino)-3-cyclohexylpropanoate